DimethylolEthyleneUrea C1CN(C(=O)N1CO)CO